1-{4-[3-(5-tert-Butyl-2H-pyrazol-3-yl)-ureido]-phenyl}-1H-benzimidazole C(C)(C)(C)C=1C=C(NN1)NC(NC1=CC=C(C=C1)N1C=NC2=C1C=CC=C2)=O